N=1C(=CN2C1N=CC=C2)C=2C(=CC(=NC2)NC(C)=O)NC2=NC(=CC(=C2)C)S(=O)(=O)C N-(5-(imidazo[1,2-a]pyrimidin-2-yl)-4-((4-methyl-6-(methylsulfonyl)pyridin-2-yl)amino)pyridin-2-yl)acetamide